3-acetyl-8-bromo-5-chloro-2-(methylthio)-1-((4-nitrophenyl)sulfonyl)quinolin-4(1H)-one C(C)(=O)C1=C(N(C2=C(C=CC(=C2C1=O)Cl)Br)S(=O)(=O)C1=CC=C(C=C1)[N+](=O)[O-])SC